3-chloro-5-[2-chloro-3-[(7R)-3-(3,5-difluorophenyl)-2,7-dimethyl-5,7-dihydro-4H-pyrazolo[3,4-c]pyridine-6-carbonyl]-5-fluoro-phenyl]-3H-pyridin-2-one ClC1C(N=CC(=C1)C1=C(C(=CC(=C1)F)C(=O)N1[C@@H](C=2C(CC1)=C(N(N2)C)C2=CC(=CC(=C2)F)F)C)Cl)=O